2-Cyclobutylmethyl(trifluoro)boranuide potassium salt [K+].C1C(CC1)C[B-](F)(F)F